methyl non-4,6,8-trienoate C(CCC=CC=CC=C)(=O)OC